C(C)(C)(C)OC(=O)N1CC2=C(N=C(C(=C2CC1)F)OC)Cl 8-chloro-5-fluoro-6-methoxy-3,4-dihydro-2,7-naphthyridine-2(1H)-carboxylic acid tert-butyl ester